2-(5-chloro-2-methoxypyridin-4-yl)propanoic Acid ClC=1C(=CC(=NC1)OC)C(C(=O)O)C